ClC=1C=C(C=CC1)[C@@H]1[C@H](C1)C(=O)NC1=NC=NC(=C1)NCC=1N=C2N(C=C(C=C2N2C([C@@H]3C[C@@H]3C2)=O)C2CC2)C1 (1S,2S)-2-(3-chlorophenyl)-N-(6-(((6-cyclopropyl-8-((1R,5S)-2-oxo-3-azabicyclo[3.1.0]hexan-3-yl)imidazo[1,2-a]pyridin-2-yl)methyl)amino)pyrimidin-4-yl)cyclopropane-1-carboxamide